(4R)-N-ethyl-N-hydroxy-2-oxo-oxazolidine-4-carboxamide C(C)N(C(=O)[C@@H]1NC(OC1)=O)O